N-((1S,2S)-2-aminocyclopentyl)-4-(1H-pyrrolo[2,3-b]pyridin-4-yl)-3,4-dihydro-2H-1,4-thiazine-6-carboxamide hydrochloride Cl.N[C@@H]1[C@H](CCC1)NC(=O)C1=CN(CCS1)C1=C2C(=NC=C1)NC=C2